OC[C@H](C[C@H]1C(NCC1)=O)NC([C@H](CC(C)C)NC(OC(C(C)(C)C1=CC(=CC=C1)Cl)C1=CC=C(C=C1)F)=O)=O 2-(3-chlorophenyl)-1-(4-fluorophenyl)-2-methylpropyl ((S)-1-(((S)-1-hydroxy-3-((S)-2-oxopyrrolidin-3-yl)propan-2-yl)amino)-4-methyl-1-oxopentan-2-yl)carbamate